Cl.COC1=CC=C(CN(C2=NC=CC=C2C(C)NC)CC2=CC=C(C=C2)OC)C=C1 N,N-bis(4-methoxybenzyl)-3-(1-(methylamino)ethyl)pyridin-2-amine hydrochloride